CC1=C(C=CC=C1)C1=C(C=C(C=C1C(C)C)C(C)C)C(C)C methyl-2',4',6'-tri-i-propyl-1,1'-biphenyl